C(C(=O)C=1C(C(=O)[O-])=CC=CC1)(=O)[O-] phthalonate